FC=1C=C(C=C(C1)F)[C@@H]1CC[C@H]2OC3(C(N21)=O)CCN(CC3)C(=O)C3=CC(=C(C#N)C=C3)F 4-((5'S,7a'R)-5'-(3,5-difluorophenyl)-3'-oxo-tetrahydro-3'H-spiro-[piperidine-4,2'-pyrrolo-[2,1-b]oxazole]-1-carbonyl)-2-fluorobenzonitrile